4,4'-bis(4H-1,2,4-triazol-4-yl)-1,1'-biphenyl N=1N=CN(C1)C1=CC=C(C=C1)C1=CC=C(C=C1)N1C=NN=C1